OCCC=C 4-hydroxybut-1-en